(S)-4-(3-(but-2-ynoylamino)piperidin-1-yl)-5-fluoro-2,3-dimethyl-1H-indole-7-carboxamide C(C#CC)(=O)N[C@@H]1CN(CCC1)C1=C2C(=C(NC2=C(C=C1F)C(=O)N)C)C